2-(acetamido)-2-deoxy-glucose C(C)(=O)N[C@@H](C=O)[C@@H](O)[C@H](O)[C@H](O)CO